2-chloro-2',4-dimethyl-spiro[5H-thieno[2,3-c]pyran-7,4'-piperidine]-4-ol ClC1=CC2=C(S1)C1(CC(NCC1)C)OCC2(O)C